8-methyl-2-[(2-methylpyridin-3-yl)methyl]-N-[(2S)-tetrahydrofuran-2-ylmethyl]-4,5-dihydro-2H-furo[2,3-g]indazole-7-carboxamide CC1=C(OC=2CCC3=CN(N=C3C21)CC=2C(=NC=CC2)C)C(=O)NC[C@H]2OCCC2